(1R,3S)-3-(3-{[(5-methylpyrazin-2-yl)acetyl]amino}-1H-pyrazol-5-yl)cyclopentyl (2S,4S)-2,4-dimethylazetidine-1-carboxylate C[C@@H]1N([C@H](C1)C)C(=O)O[C@H]1C[C@H](CC1)C1=CC(=NN1)NC(CC1=NC=C(N=C1)C)=O